6-(chloromethyl)-2-(3,4-dichlorophenyl)chromane ClCC=1C=C2CCC(OC2=CC1)C1=CC(=C(C=C1)Cl)Cl